3-hydroxydecane OC(CC)CCCCCCC